2-bromo-4,4'-di-tert-butyl-biphenyl BrC1=C(C=CC(=C1)C(C)(C)C)C1=CC=C(C=C1)C(C)(C)C